C(=O)(OC(C)(C)C)N1CCN(CC1)C(C(=O)O)C1=CC=C(C=C1)C(F)(F)F 2-(4-Bocpiperazino)-2-[4-(trifluoromethyl)phenyl]acetic acid